NC=1SC2=C(N1)C(=CC=C2)C2=C(C(=C(C=C2)S(=O)(=O)C[C@H](CNC(OC(C)(C)C)=O)O)S(N(CC2=CC=C(C=C2)OC)CC2=CC=C(C=C2)OC)(=O)=O)C=2N=NN(N2)CC2=CC=C(C=C2)OC (S)-tert-butyl (3-((4-(2-aminobenzo[d]thiazol-4-yl)-2-(N,N-bis(4-methoxybenzyl)sulfamoyl)-3-(2-(4-methoxybenzyl)-2H-tetrazol-5-yl)phenyl)sulfonyl)-2-hydroxypropyl)carbamate